C1(=CC=CC=C1)P(CCCCCP(C1=CC=CC=C1)C1=CC=CC=C1)C1=CC=CC=C1 1,5-bis(diphenylphosphino)pentane